2-Thioxo-1-(2-(1-tosyl-4-(trifluoromethyl)piperidin-2-yl)benzyl)-1,2,3,5-tetrahydro-4H-pyrrolo[3,2-d]pyrimidin-4-one S=C1NC(C2=C(N1CC1=C(C=CC=C1)C1N(CCC(C1)C(F)(F)F)S(=O)(=O)C1=CC=C(C)C=C1)C=CN2)=O